CCCSC1=NC(=C2C(=N1)N(N=N2)[C@@H]3C[C@@H]([C@H]([C@H]3O)O)OCCO)N[C@@H]4C[C@H]4C5=CC(=C(C=C5)F)F The molecule is a triazolopyrimidine that is an adenosine isostere; the cyclopentane ring is similar to ribose and the nitrogen-rich [1,2,3]triazolo[4,5-d]pyrimidine moiety resembles the nucleobase adenine. A platelet aggregation inhibitor which is used for prevention of thromboembolic events in patients with acute coronary syndrome. It has a role as a platelet aggregation inhibitor and a P2Y12 receptor antagonist. It is a member of triazolopyrimidines, an organofluorine compound, an aryl sulfide, a secondary amino compound and a hydroxyether.